C(CCCCCCCCCCCCCCCC=CCCCCC)(=O)O 17-Tricosenoic acid